ONC(=N)N1C=CNO1 N'-HYDROXYCARBAMIMIDOYL-1,2,5-OXADIAZOL